BrC=1C=C(C=CC1)C1(CC(C1)(F)F)CC1=NN=CN1C 3-((1-(3-bromophenyl)-3,3-difluorocyclobutyl)-methyl)-4-methyl-4H-1,2,4-triazole